2-((4-fluoro-1H-pyrazol-3-yl)methyl)-4-methyl-6-((4-(trifluoromethoxy)-1H-pyrazol-3-yl)methyl)-4H-thiazolo[5',4':4,5]pyrrolo[2,3-d]pyridazin-5(6H)-one FC=1C(=NNC1)CC=1SC2=C(N(C=3C(N(N=CC32)CC3=NNC=C3OC(F)(F)F)=O)C)N1